2-methoxy-N-(propan-2-yl)-3-{[2-(pyrrolidin-1-yl)ethoxy]methyl}-6H,7H,8H-cyclopenta[b]1,5-naphthyridin-9-amine COC=1N=C2C(=C3C(=NC2=CC1COCCN1CCCC1)CCC3)NC(C)C